2-((4-(2-Chloropyrimidin-4-yl)-3-(pyridin-3-yl)-1H-pyrazol-1-yl)methyl)benzonitrile ClC1=NC=CC(=N1)C=1C(=NN(C1)CC1=C(C#N)C=CC=C1)C=1C=NC=CC1